BrC=1C(=NN(N1)C)CC1=NN2C(CNCC2)=C1 2-((5-bromo-2-methyl-2H-1,2,3-triazol-4-yl)methyl)-4,5,6,7-tetrahydropyrazolo[1,5-a]pyrazine